CC1=NN2C([C@@H](N(C3=C2C=CN=C3N)C)C)=N1 (S)-2,4,5-trimethyl-4,5-dihydropyrido[3,4-e][1,2,4]triazolo[1,5-a]pyrazin-6-amine